tert-butyl N-[4-(4-{3-cyano-9-ethyl-6,6-dimethyl-11-oxo-5H,6H,11H-benzo[b]carbazol-8-yl}piperazin-1-yl)-4-oxobutyl]carbamate C(#N)C1=CC=C2C=3C(C4=C(C(C3NC2=C1)(C)C)C=C(C(=C4)CC)N4CCN(CC4)C(CCCNC(OC(C)(C)C)=O)=O)=O